(E)-N-(3-amino-3-iminopropyl)-4-(4-(4-(2-(quinolin-3-yl)vinyl)benzoylamino)-1H-pyrrole-2-carboxamido)-1H-pyrrole-2-carboxamide NC(CCNC(=O)C=1NC=C(C1)NC(=O)C=1NC=C(C1)NC(C1=CC=C(C=C1)\C=C\C=1C=NC2=CC=CC=C2C1)=O)=N